3-(5,6-dihydro-4H-pyrrolo[1,2-b]pyrazol-3-yl)-N-methyl-4-[3-(trifluoromethoxy)phenoxy]benzene-1-sulfonamide N=1N2C(=C(C1)C=1C=C(C=CC1OC1=CC(=CC=C1)OC(F)(F)F)S(=O)(=O)NC)CCC2